OC1=CC=C(C=C1)C p-hydroxyphenylmethane